4-(4-(4,4,5,5-tetramethyl-1,3,2-dioxaborolan-2-yl)phenyl)morpholin-3-one CC1(OB(OC1(C)C)C1=CC=C(C=C1)N1C(COCC1)=O)C